FC(OC1=CC=C(C=N1)C=1C(=NC(=NC1)NC=1C=NN(C1)C)OC=1C=C(C=CC1)NC(C=C)=O)F N-(3-((5-(6-(difluoromethoxy)pyridin-3-yl)-2-((1-methyl-1H-pyrazol-4-yl)amino)pyrimidin-4-yl)oxy)phenyl)acrylamide